tert-butyl N-(cyclopropylmethyl)-N-[4-[4-[[3-(difluoromethyl)-1-[4-(1-hydroxyethyl)cyclohexyl]pyrazol-4-yl]carbamoyl]oxazol-2-yl]-2-pyridyl]carbamate C1(CC1)CN(C(OC(C)(C)C)=O)C1=NC=CC(=C1)C=1OC=C(N1)C(NC=1C(=NN(C1)C1CCC(CC1)C(C)O)C(F)F)=O